C1(CCC1)OC1=C(C(=O)O)C=CC(=C1C)C(=O)N1CC2=C(CC1)C=1C(=CC(=C(C1OC2=O)C)N2C[C@@H](N(CC2)C)COC)C (R)-2-cyclobutoxy-4-(8-(3-(methoxymethyl)-4-methylpiperazin-1-yl)-7,10-dimethyl-5-oxo-1,3,4,5-tetrahydro-2H-chromeno[3,4-c]pyridine-3-carbonyl)-3-methylbenzoic acid